CS(=O)(=O)C=1C=CC=2C3=C(C=NC2C1)N=C(N=C3)N 8-(methylsulfonyl)pyrimido[4,5-c]quinolin-3-amine